6-amino-7-(4-phenoxyphenyl)-9-(piperidin-4-yl)purin-8-one Tert-butyl-(2-(3,5-bis(bromomethyl)benzamido)ethyl)carbamate C(C)(C)(C)N(C(O)=O)CCNC(C1=CC(=CC(=C1)CBr)CBr)=O.NC1=C2N(C(N(C2=NC=N1)C1CCNCC1)=O)C1=CC=C(C=C1)OC1=CC=CC=C1